hexylpyrrolidinium C(CCCCC)[NH+]1CCCC1